OC1=C(C(=O)N2CC3=CC=C(C=C3C2)CN2CCN(CC2)C(=O)OCC2=CC=CC=C2)C=C(C(=C1)O)C(C)C benzyl 4-((2-(2,4-dihydroxy-5-isopropylbenzoyl) isoindolin-5-yl) methyl)-piperazine-1-carboxylate